6-[5-[(1S)-1-[[8-chloro-6-(trifluoro-methyl)quinazolin-4-yl]-methyl-amino]ethyl]-1,2,4-triazol-1-yl]-2-ethyl-pyridazin-3-one ClC=1C=C(C=C2C(=NC=NC12)N([C@@H](C)C1=NC=NN1C=1C=CC(N(N1)CC)=O)C)C(F)(F)F